titanium trialuminium [Al].[Al].[Al].[Ti]